ClC1=C(C(=NN1C)C)S(=O)(=O)N1CC2=C(C1)CN(C2)C([C@@H](C2=CC=CC=C2)O)=O (2R)-1-{5-[(5-chloro-1,3-dimethyl-1H-pyrazol-4-yl)sulfonyl]-1H,2H,3H,4H,5H,6H-pyrrolo[3,4-c]pyrrol-2-yl}-2-hydroxy-2-phenylethan-1-one